N1N=NC(=C1)/C=C/CN1C(C2=CC=CC=C2C1CC1=NC=CC=C1Br)=O (E)-2-(3-(1H-1,2,3-triazol-4-yl)allyl)-3-((3-bromopyridin-2-yl)methyl)isoindolin-1-one